(R)-5-(6,6-Dimethyl-11-oxo-6,11-dihydro-benzo[b]naphtho[2,3-d]furan-8-yloxymethyl)-pyrrolidin-2-one CC1(C2=CC(=CC=C2C(C=2C3=C(OC21)C=CC=C3)=O)OC[C@H]3CCC(N3)=O)C